bis(5-cyclohexyl-2-hydroxy-4-methylphenyl)-4-hydroxyphenylmethane C1(CCCCC1)C=1C(=CC(=C(C1)C(C1=CC=C(C=C1)O)C1=C(C=C(C(=C1)C1CCCCC1)C)O)O)C